C(C)(=O)NC=1C=C2CCCC(C2=CC1)=O 6-acetamido-1,2,3,4-tetrahydro-1-naphthalenone